CS(=O)(=O)OC(CNC(=O)OC(C)(C)C)C [2-(tert-butoxycarbonylamino)-1-methyl-ethyl] methanesulfonate